(R)-2-cyano-4-methyl-6,7-dihydropyrazolo[1,5-a]pyrazine C(#N)C1=NN2C(C(=NCC2)C)=C1